N1=CC(=CC=C1)C1=CN=C2N1N=C(C=C2)N2CC(CC2)C(=O)N 1-(3-(pyridin-3-yl)imidazo[1,2-b]pyridazin-6-yl)pyrrolidine-3-carboxamide